((3-hydroxypropyl)azanediyl)bis(heptane-7,1-diyl) bis(4,4-bis(oct-3-yn-1-yloxy)butanoate) C(CC#CCCCC)OC(CCC(=O)OCCCCCCCN(CCCCCCCOC(CCC(OCCC#CCCCC)OCCC#CCCCC)=O)CCCO)OCCC#CCCCC